C(N)(OCC1(CCNCC1)O[Si](C)(C)C(C)(C)C)=O ((4-((tert-butyldimethylsilyl) oxy) piperidin-4-yl) methyl) carbamate